8-[(1R)-1-[(6-Chloro-2-methyl-3-pyridyl)amino]ethyl]-6-methyl-4-oxo-2-(3-pyridyl)chromene-3-carbonitrile ClC1=CC=C(C(=N1)C)N[C@H](C)C=1C=C(C=C2C(C(=C(OC12)C=1C=NC=CC1)C#N)=O)C